FC(CN1N=NC(=C1)C(=O)NCC=1C=NC(=CC1)C(F)(F)F)CCN1N=NC(=C1)C(NCC1=CC(=CC=C1)OC(F)(F)F)=O 1-{2-fluoro-4-[4-({[3-(trifluoromethoxy)phenyl]methyl}carbamoyl)-1H-1,2,3-triazol-1-yl]butyl}-N-{[6-(trifluoromethyl)pyridin-3-yl]methyl}-1H-1,2,3-triazole-4-carboxamide